methyl (S)-2-(2,6-difluoro-4-(((R)-1,1,1-trifluorobutan-2-yl)amino) benzamido)-3-(8-(4,5,6-trimethyl-3-oxo-3,4-dihydropyrazin-2-yl)chroman-5-yl)propanoate FC1=C(C(=O)N[C@H](C(=O)OC)CC2=C3CCCOC3=C(C=C2)C2=NC(=C(N(C2=O)C)C)C)C(=CC(=C1)N[C@@H](C(F)(F)F)CC)F